[(3S)-3-(1H-1,2,4-Triazol-5-yl)pyrrolidin-1-yl]-[2-[3-(trifluoromethoxy)phenyl]sulfonyl-2,6-diazaspiro[3.3]heptan-6-yl]methanone N1N=CN=C1[C@@H]1CN(CC1)C(=O)N1CC2(CN(C2)S(=O)(=O)C2=CC(=CC=C2)OC(F)(F)F)C1